ClC1=C2C=C(C=NC2=NC(=C1)C1=CC2=CN(N=C2C(=C1OCOC)F)C)N1CCN(CC1)C(=O)OC(C)(C)C tert-butyl 4-{5-chloro-7-[7-fluoro-6-(methoxymethoxy)-2-methylindazol-5-yl]-1,8-naphthyridin-3-yl}piperazine-1-carboxylate